C(#N)CCOP(O[C@H]1[C@@H](O[C@@H]([C@H]1O)CO)N1C=NC=2C(=O)NC(NC(C(C)C)=O)=NC12)N(C(C)C)C(C)C 2'-O-((2-cyanoethoxy)(diisopropylamino)phosphino)-N-isobutyrylguanosine